(R)-2-amino-2-(2-fluoro-4-(1-((2-(trimethylsilyl)ethoxy)methyl)-1H-1,2,4-triazol-5-yl)phenyl)-4,4-dimethylpentanoic acid isopropyl ester C(C)(C)OC([C@@](CC(C)(C)C)(C1=C(C=C(C=C1)C1=NC=NN1COCC[Si](C)(C)C)F)N)=O